C(CC)NC(O[C@@H]1C[C@@H](CC1)C1=CC(=NN1)NC(=O)C1=CC(=NN1C)C)=O (1S,3R)-3-(3-{[(1,3-dimethyl-1H-pyrazol-5-yl)carbonyl]amino}-1H-pyrazol-5-yl)cyclopentyl propylcarbamate